NCC1=CC2=C(SC(=C2)C[C@H](C(=O)OC(C)(C)C)[C@@H]2CN(CC2)C(=O)OC(C)(C)C)C=C1 tert-butyl (R)-3-((S)-3-(5-(aminomethyl)benzo[b]thiophene-2-yl)-1-(tert-butoxy)-1-oxopropane-2-yl)pyrrolidine-1-carboxylate